ClC1=CC(=C2C(=N1)C(=CS2)CC)N(C(OC(C)(C)C)=O)CC=2SC=CC2 t-butyl (5-chloro-3-ethylthieno[3,2-b]pyridin-7-yl)(thiophen-2-ylmethyl)carbamate